2-(4-(6-(((1r,4r)-4-(3-chloro-4-cyanophenoxy)cyclohexyl)carbamoyl)pyridazin-3-yl)piperazin-1-yl)acetic acid ClC=1C=C(OC2CCC(CC2)NC(=O)C2=CC=C(N=N2)N2CCN(CC2)CC(=O)O)C=CC1C#N